(R)-6-cyclopropyl-4-((1-(3-(difluoromethyl)-2-fluorophenyl)ethyl)amino)-N,N-dimethyl-7-oxo-6,7-dihydropyrido[3,4-d]pyridazine-1-carboxamide C1(CC1)N1C=C2C(=NN=C(C2=CC1=O)C(=O)N(C)C)N[C@H](C)C1=C(C(=CC=C1)C(F)F)F